[N+](=O)([O-])C1=CC(=C(C=C1)S(=O)(=O)ON=C(C#N)C1=CC=CC=C1)C(F)(F)F Alpha-(4-nitro-2-trifluoromethyl-benzenesulfonyloxyimino)phenylacetonitrile